ClC=1C=C(C=C2C(=NC=NC12)N[C@@H](C)C1=NC=NN1C=1SC(=CN1)C#N)I 2-[5-[(1S)-1-[(8-chloro-6-iodo-quinazolin-4-yl)amino]ethyl]-1,2,4-triazol-1-yl]thiazole-5-carbonitrile